N-[3-(2-{[6-(trifluoromethyl)-pyridin-3-yl]oxy}acetylamino)bicyclo[1.1.1]pentan-1-yl]acetamide FC(C1=CC=C(C=N1)OCC(=O)NC12CC(C1)(C2)NC(C)=O)(F)F